thiocyanoimidazo[1,5-a]quinoline S(C#N)C1=NC=C2N1C1=CC=CC=C1C=C2